4-bromo-2-((6-chloropyridin-3-yl)methoxy)pyrimidine BrC1=NC(=NC=C1)OCC=1C=NC(=CC1)Cl